IC1=C(C(=O)N)C=C(C=C1)I 2,5-diiodobenzamide